(S)-(3-carbonylcyclohexyl)carbamic acid tert-butyl ester C(C)(C)(C)OC(N[C@@H]1CC(CCC1)=C=O)=O